3-(5-bromo-2-methoxyphenyl)benzisoxazole-3-d BrC=1C=CC(=C(C1)C1(NOC2=C1C=CC=C2)[2H])OC